[Si](C)(C)(C(C)(C)C)OCCO 2-(tert-butyldimethylsilyloxy)ethanol